C1(CC1)NC(=O)C=1C=NN2C1N=C(C=C2)N2[C@H](CCC2)C=2C=NC=C(C2)F (R)-N-cyclopropyl-5-(2-(5-fluoropyridin-3-yl)pyrrolidin-1-yl)pyrazolo[1,5-a]pyrimidine-3-carboxamide